C(C)C1=CC(=NC=C1)N[C@@H](C)C(=O)O 4-ethyl-2-pyridyl-L-alanine